C1=CC=C2C(=C1)NC(=O)C3=CC=NN23 pyrazolo[1,5-a]quinoxalin-4-one